C(C1=CC=CC=C1)[Se][Se]CC1=CC=CC=C1 Dibenzyl diselenide